Tert-butyl (2S,4R)-4-fluoro-2-[(1-methyl-1H-pyrazol-4-yl)carbamoyl]-pyrrolidine-1-carboxylate F[C@@H]1C[C@H](N(C1)C(=O)OC(C)(C)C)C(NC=1C=NN(C1)C)=O